BrC1CCS(CC1)(=O)=O 4-bromotetrahydro-2H-thiopyran 1,1-dioxide